(2,5-dioxopyrrolidin-1-yl) 3-[2-(tertbutoxycarbonylamino)ethoxy]propanoate C(C)(C)(C)OC(=O)NCCOCCC(=O)ON1C(CCC1=O)=O